2-[4-[3-[1-(5-chloropyrimidin-2-yl)-4-piperidyl]propoxy]-2-fluoro-phenyl]-1-[(3S)-3-[[[2-hydroxy-1,1-bis(hydroxymethyl)ethyl]amino]methyl]pyrrolidin-1-yl]ethanone ClC=1C=NC(=NC1)N1CCC(CC1)CCCOC1=CC(=C(C=C1)CC(=O)N1C[C@@H](CC1)CNC(CO)(CO)CO)F